CN1N=C2C=CC(=CC2=C1)C1=CC2=C(N=C(S2)C2CC(NCC2)C)C=C1 6-(2-methyl-2H-indazol-5-yl)-2-(2-methylpiperidin-4-yl)-1,3-benzothiazole